C1(CC1)NC(=O)C=1C=C(C(N(C1)CC1=CC(=CC=C1)OC)=O)C(=O)NC N5-cyclopropyl-1-(3-methoxybenzyl)-N3-methyl-2-oxo-1,2-dihydropyridine-3,5-dicarboxamide